N-[2-cyano-4-fluoro-3-[3-[(3R)-1-oxa-8-azaspiro[4.5]decan-3-yl]-4-oxo-quinazolin-6-yl]oxy-phenyl]-3-methoxy-pyrrolidine-1-sulfonamide C(#N)C1=C(C=CC(=C1OC=1C=C2C(N(C=NC2=CC1)[C@H]1COC2(C1)CCNCC2)=O)F)NS(=O)(=O)N2CC(CC2)OC